calcium bis((3R,5S,6E)-7-[2-cyclopropyl-4-(4-fluorophenyl) quinolin-3-yl]-3,5-dihydroxyhept-6-enoate) C1(CC1)C1=NC2=CC=CC=C2C(=C1/C=C/[C@H](C[C@H](CC(=O)[O-])O)O)C1=CC=C(C=C1)F.C1(CC1)C1=NC2=CC=CC=C2C(=C1/C=C/[C@H](C[C@H](CC(=O)[O-])O)O)C1=CC=C(C=C1)F.[Ca+2]